2-[2-(2-hydroxy-5-ethyl-phenyl)-phenethyl]-N,N-dimethylpiperidinium bromide [Br-].OC1=C(C=C(C=C1)CC)C1=C(CCC2[N+](CCCC2)(C)C)C=CC=C1